cis-1-(8-Cyano-quinoxalin-5-yl)-5-methyl-piperidine-3-carboxylic acid [2-(4-methyl-piperazin-1-yl)-ethyl]-amide CN1CCN(CC1)CCNC(=O)[C@@H]1CN(C[C@@H](C1)C)C1=C2N=CC=NC2=C(C=C1)C#N